ClC=1C=C(C=CC1F)[C@H](CC1=NC(=NC(=N1)N[C@@H](CO)CC(C)C)NS(=O)(=O)C)C N-(4-((S)-2-(3-Chloro-4-fluorophenyl)propyl)-6-(((R)-1-hydroxy-4-methylpentan-2-yl)amino)-1,3,5-triazin-2-yl)methanesulfonamide